1-(2-aminophenyl)urea NC1=C(C=CC=C1)NC(=O)N